2-(3,5-dichloropyridin-4-ylmethyl-sulfanyl)-3,5,6,7-tetrahydrocyclopentapyrimidin-4-one ClC=1C=NC=C(C1CSC1=NC2=C(C(N1)=O)CCC2)Cl